CC1=CC(OC2=CC=CC=C12)=O 4-Methyl-Coumarin